methyl 3-(N-(2-(4-cyanopiperidin-1-yl)-5-(trifluoromethyl) phenyl) sulfamoyl)-4-methoxybenzoate C(#N)C1CCN(CC1)C1=C(C=C(C=C1)C(F)(F)F)NS(=O)(=O)C=1C=C(C(=O)OC)C=CC1OC